Br.BrC=1C=CC=2N(N1)C=C(N2)C 6-bromo-2-methylimidazo[1,2-b]pyridazine hydrobromide